ClC1=C(C=2NC(=NS(C2S1)(=O)=O)NC)C1=C(C=C(C=C1)S(=O)C)Cl 6-chloro-5-(2-chloro-4-methylsulfinyl-phenyl)-N-methyl-1,1-dioxo-4H-thieno[3,2-e][1,2,4]thiadiazin-3-amine